(S)-9-(4-(3-hydroxypyrrolidine-1-carbonyl)benzyl)-2-(2-isopropylphenyl)-7,9-dihydro-8H-purin-8-one O[C@@H]1CN(CC1)C(=O)C1=CC=C(CN2C3=NC(=NC=C3NC2=O)C2=C(C=CC=C2)C(C)C)C=C1